C(#N)C1=C2CC(CC2=CC(=C1)O)C(=O)OCC ethyl 4-cyano-6-hydroxy-2,3-dihydro-1H-indene-2-carboxylate